O[C@@]1(C(CN(CC1)C(=O)OC(C)(C)C)(C)C)CN1C=NC(=CC1=O)C1=CC=CC=C1 tert-butyl (S)-4-hydroxy-3,3-dimethyl-4-((6-oxo-4-phenylpyrimidin-1(6H)-yl)methyl)piperidine-1-carboxylate